SCC(=O)OC(CC)(OC(CS)=O)OC(CS)=O propanetriol tris(mercaptoacetate)